2-((3,5-dicyano-4-ethyl-6-(2-oxa-6-azaspiro[3.4]oct-6-yl)pyridin-2-yl)thio)-2-phenylacetamide C(#N)C=1C(=NC(=C(C1CC)C#N)N1CC2(COC2)CC1)SC(C(=O)N)C1=CC=CC=C1